CC1=C(C(=C(C=C1)S(=O)(=O)N)C)[N+](=O)[O-] dimethyl-3-nitrobenzenesulfonamide